5-bromo-2-hydroxy-3-((1-(4-(isobutyryloxy)-phenyl)-4-methoxy-3-oxobutan-2-ylimino)-methyl)phenyl 4-meth-ylbenzoate CC1=CC=C(C(=O)OC2=C(C(=CC(=C2)Br)C=NC(CC2=CC=C(C=C2)OC(C(C)C)=O)C(COC)=O)O)C=C1